ClC1=CC=CC2=C1C(=NO2)C2=NC=CC1=CC=CC(=C21)S(=O)(=O)N (4-Chlorobenzo[d]isoxazol-3-yl)isoquinoline-8-sulfonamide